Butyl (1R,2S,5S)-2-((S)-1-hydroxyethyl)-3,8-diazabicyclo[3.2.1]octane-8-carboxylate O[C@@H](C)[C@@H]1[C@H]2CC[C@@H](CN1)N2C(=O)OCCCC